C[N+](CCCNC(C=C)=O)(C)C N-[3-(trimethylammonio)propyl]-acrylamide